tert-Butyl 4-[4-(5-methylimidazo[1,2-a]pyridin-6-yl)phenoxy]piperidine-1-carboxylate CC1=C(C=CC=2N1C=CN2)C2=CC=C(OC1CCN(CC1)C(=O)OC(C)(C)C)C=C2